N-(α-methylbenzyl)phthalamic acid CC(C1=CC=CC=C1)NC(C=1C(C(=O)O)=CC=CC1)=O